ClC=1C=C(C=C(C1)OC1=NC=C(C=C1)C(F)(F)F)NC(=O)C1N(C(CC1)=O)C N-(3-Chloro-5-((5-(trifluoromethyl)pyridin-2-yl)oxy)phenyl)-1-methyl-5-oxopyrrolidine-2-carboxamide